NC1=NC=NN2C1=NC=C2C(=O)NC2=C1C=CN=C(C1=CC=C2C)NC2=C(C=C(C=C2)OC)F 4-amino-N-(1-((2-fluoro-4-methoxyphenyl)amino)-6-methylisoquinolin-5-yl)imidazo[2,1-f][1,2,4]triazine-7-carboxamide